NC1=C(C=C(C=N1)NC(C(=O)N1C(CCC(C1)C)C=1C=C2C3(C(N(C2=CC1)C)=O)CC3)=O)CC N-(6-amino-5-ethylpyridin-3-yl)-2-(5-methyl-2-(1'-methyl-2'-oxospiro[cyclopropane-1,3'-indolin]-5'-yl)piperidin-1-yl)-2-oxoacetamide